2-[[4-[[(4-Carboxyphenyl)methyl]amino]-6-[4-(hydroxymethyl)-1-piperidinyl]-2-pyrimidinyl]amino]-4-methyl-5-thiazolecarboxylic acid, ethyl ester C(=O)(O)C1=CC=C(C=C1)CNC1=NC(=NC(=C1)N1CCC(CC1)CO)NC=1SC(=C(N1)C)C(=O)OCC